1-(4-cyclopropyl-2-hydroxyphenyl)-4-((1-methylpiperidin-3-yl)amino)phthalazine-6-carbonitrile C1(CC1)C1=CC(=C(C=C1)C1=NN=C(C2=CC(=CC=C12)C#N)NC1CN(CCC1)C)O